4'-((3-butyl-1-(3-methylphenyl)-5-oxo-1,5-dihydro-4H-1,2,4-triazol-4-yl)methyl)-N-(4,5-dimethylisoxazol-3-yl)-2'-(ethoxymethyl)-[1,1'-biphenyl]-2-sulfonamide C(CCC)C1=NN(C(N1CC1=CC(=C(C=C1)C=1C(=CC=CC1)S(=O)(=O)NC1=NOC(=C1C)C)COCC)=O)C1=CC(=CC=C1)C